4-((2'-((((1R,2S)-1-(3,5-bis(trifluoromethyl)phenyl)-1-methoxypropan-2-yl)(methyl)amino)methyl)-6-methoxy-4-methyl-4'-(trifluoromethyl)-[1,1'-biphenyl]-3-yl)oxy)butanoic acid FC(C=1C=C(C=C(C1)C(F)(F)F)[C@H]([C@H](C)N(C)CC1=C(C=CC(=C1)C(F)(F)F)C1=CC(=C(C=C1OC)C)OCCCC(=O)O)OC)(F)F